2-tert-butyl-1,2-benzisothiazolin-3-one C(C)(C)(C)N1SC2=C(C1=O)C=CC=C2